FC1(CCN(CCC1)C1=C(C(=C(C=N1)C=1C=NC=CC1)C)C(=O)NC1=CC(=CC=C1)S(=O)(=N)C)F 6-(4,4-difluoroazepan-1-yl)-4-methyl-N-(3-(S-methylsulfonimidoyl)phenyl)-[3,3'-bipyridine]-5-carboxamide